8-(1,1-difluorobut-2-yl)-6,6-dimethyl-2-((1-(methylsulfonyl)piperidin-4-yl)amino)-5,8-dihydropyrido[2,3-d]pyrimidin-7(6H)-one FC(C(CC)N1C(C(CC2=C1N=C(N=C2)NC2CCN(CC2)S(=O)(=O)C)(C)C)=O)F